C(C)(=O)O.NCC1=CC2=C(N(C(N2C)=O)C2C(NC(CC2)=O)=O)C=C1 3-(5-(aminomethyl)-3-methyl-2-oxo-2,3-dihydro-1H-benzo[d]imidazol-1-yl)piperidine-2,6-dione acetate